C(C1=CC=CC=C1)OC1=C(C(=C(C(=C1)C)Br)F)F 1-Benzyloxy-4-bromo-2,3-difluoro-5-methyl-benzene